3-(tert-butoxycarbonylamino)-2-methoxypyridine-4-carboxylic acid C(C)(C)(C)OC(=O)NC=1C(=NC=CC1C(=O)O)OC